2-chloro-N(6)-cyclopentyladenosine ClC=1N=C(C=2N=CN([C@H]3[C@H](O)[C@H](O)[C@@H](CO)O3)C2N1)NC1CCCC1